tetratriacontan-1-yl eleostearate C(CCCCCCCC=CC=CC=CCCCC)(=O)OCCCCCCCCCCCCCCCCCCCCCCCCCCCCCCCCCC